1-tert-butoxycarbonyl-indole-3-carbaldehyde C(C)(C)(C)OC(=O)N1C=C(C2=CC=CC=C12)C=O